N-(1-((2-methyl-5-(3-methyl-1,2,4-thiadiazol-5-yl)phenyl)glycyl)indolin-4-yl)-N-(methylsulfonyl)acetamide CC1=C(C=C(C=C1)C1=NC(=NS1)C)NCC(=O)N1CCC2=C(C=CC=C12)N(C(C)=O)S(=O)(=O)C